COC=1C=C(C=CC1)C1C2=CC=CC=C2C2=NC(=CC(=C21)C(F)(F)F)C 5-(3-Methoxyphenyl)-2-methyl-4-(trifluoromethyl)-5H-indeno[1,2-b]pyridine